1-(5-fluoro-2-(iodomethyl)-2-methyl-2,3-dihydrobenzofuran-7-yl)ethan-1-one FC=1C=C(C2=C(CC(O2)(C)CI)C1)C(C)=O